CC=1C=CC=2N(N1)C(=C(N2)C2=CC(=NC=C2)C)C(=O)N[C@@H]2C(NC1=C(C(=N2)C2=CC=CC=C2)C=CC=C1)=O 6-Methyl-2-(2-methylpyridin-4-yl)-N-[(3S)-2-oxo-5-phenyl-1,3-dihydro-1,4-benzodiazepin-3-yl]imidazo[1,2-b]-pyridazine-3-carboxamide